2-(3-((8S,8aR)-8-(methoxymethyl)-3-oxohexahydroimidazo[1,5-a]pyrazine-2(3H)-yl)bicyclo[1.1.1]pentan-1-yl)acetic acid COC[C@@H]1[C@@H]2N(CCN1)C(N(C2)C21CC(C2)(C1)CC(=O)O)=O